3-(Methylcarbamoyl)cyclobutyl(8-amino-7-fluoro-6-(8-methyl-2,3-dihydro-1H-pyrido[2,3-b][1,4]oxazin-7-yl)isoquinolin-3-yl)carbamate CNC(=O)C1CC(C1)N(C([O-])=O)C=1N=CC2=C(C(=C(C=C2C1)C1=C(C2=C(OCCN2)N=C1)C)F)N